FC1(CCN(CC1)S(=O)(=O)C1=C(C=CC=C1)C1=CC(=CC=C1)OC)C(=O)NC\C=C\S(=O)(=O)C1CCN(CC1)C 4-fluoro-1-[2-(3-methoxyphenyl)phenyl]sulfonyl-N-[(E)-3-[(1-methyl-4-piperidyl)sulfonyl]allyl]piperidine-4-carboxamide